C(C)OCC=1C=C(C=O)C=CC1COCC 3,4-diethoxymethylbenzaldehyde